CC=1C=C(C=C(C1OCC1CO1)C)C1=CC(=C(C(=C1)C)OCC1CO1)C 3,5,3',5'-tetramethyl-4,4'-diglycidyl-oxybiphenyl